(S)-N-(4-([1,2,4]triazolo[1,5-c]pyrimidin-7-yloxy)-3-methylphenyl)-5-(7,7-difluoro-5-methyl-2,5-diazaspiro[3.4]octan-2-yl)-6-((tetrahydrofuran-3-yl)oxy)quinazolin-4-amine N=1C=NN2C=NC(=CC21)OC2=C(C=C(C=C2)NC2=NC=NC1=CC=C(C(=C21)N2CC1(C2)N(CC(C1)(F)F)C)O[C@@H]1COCC1)C